C(CCCC)S(=O)(=O)[NH3+] 1-pentylsulfonylammonium